C(C=C)SC1=NC=NN1C[C@]1(O[C@H]1C1=C(C=CC=C1)Cl)C1=C(C=C(C=C1)F)F |o1:10,12| 5-(allylsulfanyl)-1-{[rel-(2R,3S)-3-(2-chlorophenyl)-2-(2,4-difluoro-phenyl)oxiran-2-yl]Methyl}-1H-1,2,4-triazole